4-Methoxyphenyl-amine COC1=CC=C(C=C1)N